5-fluoro-4-(trifluoromethyl)benzoic acid hydrochloride Cl.FC=1C(=CC=C(C(=O)O)C1)C(F)(F)F